FC1(C2CN(CC12)C=1C=CC=NC1)F 5-{6,6-Difluoro-3-azabicyclo[3.1.0]hexan-3-yl}pyridin